4-(5-ethyl-1,2,4-oxadiazol-3-yl)-N-{2-fluoro-6-[4-(propan-2-yl)piperazin-1-yl]phenyl}-4-methylpiperidine-1-carboxamide C(C)C1=NC(=NO1)C1(CCN(CC1)C(=O)NC1=C(C=CC=C1N1CCN(CC1)C(C)C)F)C